methyl 5-[3-[4-[(E)-3-[tert-butoxycarbonyl(methyl)amino]prop-1-enyl]-2-fluoro-phenoxy]propyl]-2-[4-[tert-butyl(dimethyl)silyl]oxybutylamino]thiazole-4-carboxylate C(C)(C)(C)OC(=O)N(C/C=C/C1=CC(=C(OCCCC2=C(N=C(S2)NCCCCO[Si](C)(C)C(C)(C)C)C(=O)OC)C=C1)F)C